FC(S(=O)(=O)OC=1C=C2C(=NC1)C(=CS2)Br)(F)F (3-bromothieno[3,2-b]pyridin-6-yl) trifluoromethanesulfonate